CS(=O)(=O)C1=CC=C(C=C1)C1NC=2C(=C3C(=NC2)N(C=C3)S(=O)(=O)C3=CC=CC=C3)N1C1=CC=C(C#N)C=C1 4-(2-(4-(methylsulfonyl)phenyl)-6-(phenylsulfonyl)-2,3-Dihydroimidazo[4,5-d]pyrrolo[2,3-b]pyridin-1(6H)-yl)benzonitrile